ClC(C(C(C(C(=O)OOC(C(C(C(C(C(F)(F)F)(Cl)Cl)(F)Cl)(F)F)(F)F)=O)(F)F)(F)F)(F)Cl)(C(F)(F)F)Cl di(Trichloro Octafluorohexanoyl) Peroxide